ClC1=CC(=C(C=C1)C1(OC2=C(O1)C=CC=C2C2CCC(CO2)CC2=NC1=C(N2C[C@H]2OCC2)C=C(C=C1)C(=O)O)C)F 2-((6-(2-(4-chloro-2-fluorophenyl)-2-methylbenzo[d][1,3]dioxol-4-yl)tetrahydro-2H-pyran-3-yl)methyl)-1-(((S)-oxetan-2-yl)methyl)-1H-benzo[d]imidazole-6-carboxylic acid